C=C(CCCCCCCCC(=O)[O-])CCCCCC 10-methylenehexadecanoate